Cl.ClC=1OC2=C(C=NC=C2)N1 2-chlorooxazolo[4,5-c]Pyridine hydrochloride